4-(3-(2-isopropylphenyl)-3-((2-methoxy-6-methylpyridin-3-yl)carbamoyl)azetidin-1-yl)-4-oxobutanoic acid C(C)(C)C1=C(C=CC=C1)C1(CN(C1)C(CCC(=O)O)=O)C(NC=1C(=NC(=CC1)C)OC)=O